(3-Exo)-3-((7-((5-cyanothiazol-2-yl)amino)-1,6-naphthyridin-5-yl)amino)-8-azabicyclo[3.2.1]octane-8-carboxylic acid tert-butyl ester C(C)(C)(C)OC(=O)N1C2CC(CC1CC2)NC2=C1C=CC=NC1=CC(=N2)NC=2SC(=CN2)C#N